6-Chloro-8-cyclopentyl-2-[2-methyl-4-[(1-methyl-4-piperidyl)sulfonyl]anilino]pyrido[2,3-d]pyrimidin-7-one ClC1=CC2=C(N=C(N=C2)NC2=C(C=C(C=C2)S(=O)(=O)C2CCN(CC2)C)C)N(C1=O)C1CCCC1